2-((1S,6S)-6-((tert-butoxycarbonyl) amino) cyclohex-3-en-1-yl)-3,5-dichlorothieno[3,2-b]pyridin-7-yl trifluoromethanesulfonate FC(S(=O)(=O)OC1=C2C(=NC(=C1)Cl)C(=C(S2)[C@H]2CC=CC[C@@H]2NC(=O)OC(C)(C)C)Cl)(F)F